6-[4-(difluoromethoxy)phenyl]-N-[(2S)-1-hydroxypropan-2-yl]-2-(1-methyl-1H-pyrazol-4-yl)-3-oxo-2,3-dihydropyridazine-4-carboxamide FC(OC1=CC=C(C=C1)C=1C=C(C(N(N1)C=1C=NN(C1)C)=O)C(=O)N[C@H](CO)C)F